BrC1=CC(=C(C=C1)\C=N\[S@](=O)C(C)(C)C)OC (NE,R)-N-[(4-bromo-2-methoxy-phenyl)methylene]-2-methyl-propane-2-sulfinamide